ClC1=CC2=CC=C(C(=C2C=C1)N)N 6-chloronaphthalene-1,2-diamine